O=S1(CCC=2C(=NC=CC21)NC2=NNC(=C2)C2CCC(CC2)N(C(O)=O)C(C)C)=O.C2=CC=C(C=1SC3=C(C12)C=CC=C3)C=3C=C(C=CC3)C3=NC=NC(=C3)C3=CC(=CC=C3)C3=CC=CC1=C3SC3=C1C=CC=C3 4,6-bis[3-(dibenzothiophene-4-yl)phenyl]pyrimidine (1s,4s)-4-(3-((1,1-dioxido-2,3-dihydrothieno[3,2-c]pyridin-4-yl)amino)-1H-pyrazol-5-yl)cyclohexyl-isopropylcarbamate